OCCN1C(N(C=C1)C)C 1-(2-hydroxyethyl)-2,3-dimethylimidazole